C1(CCCC1)NC1=C(C(=C2N(C(CN(S2(=O)=O)C)C(=O)OC)C1=O)C1=CC(=CC=C1)C(F)(F)F)CC1=CC=CC2=CC=CC=C12 methyl 7-(cyclopentylamino)-2-methyl-8-(naphthalen-1-ylmethyl)-6-oxo-9-(3-(trifluoromethyl) phenyl)-3,4-dihydro-2H,6H-pyrido[1,2-e][1,2,5]thiadiazine-4-carboxylate 1,1-dioxide